ethyl 4-bromo-1-oxo-indane-2-carboxylate BrC1=C2CC(C(C2=CC=C1)=O)C(=O)OCC